6'-[(4-methylpiperazin-1-yl)methyl]-2',3'-dihydrospiro[cyclohexane-1,1'-indene]-4-carboxylic acid CN1CCN(CC1)CC1=CC=C2CCC3(C2=C1)CCC(CC3)C(=O)O